N1(CCCCC1)C1CCN(CC1)C(C[C@H](CN[C@H](C)C1=CC=CC=C1)N1C([C@H](C(=CC=C1)\C=C\C1=CC=CC=C1)N1C(OC[C@H]1C1=CC=CC=C1)=O)=O)=O (R)-4-([1,4'-bipiperidine]-1'-yl)-4-oxo-2-((3S,4R)-2-oxo-3-((S)-2-oxo-4-phenyloxazolidin-3-yl)-4-((E)-styryl)azepin-1-yl)-N-((R)-1-phenylethyl)butylamine